2-{[(2S,4S)-4-({2-[(4-chloro-2-cyanophenoxy)methyl]pyrimidin-4-yl}oxy)-2-methylpiperidin-1-yl]methyl}-1-{[(2S)-oxetan-2-yl]methyl}-1H-1,3-benzodiazole-6-carboxylic acid ClC1=CC(=C(OCC2=NC=CC(=N2)O[C@@H]2C[C@@H](N(CC2)CC2=NC3=C(N2C[C@H]2OCC2)C=C(C=C3)C(=O)O)C)C=C1)C#N